OC[C@@H](O)COP(=O)(O)OCCN |r| rac-glycero-3-phosphoethanolamine